O1C(OCC1)C1=C(C=C(C=C1)C(C(=O)OC)C)OCC1=CC=C(C=C1)OC methyl 2-[4-(1,3-dioxolan-2-yl)-3-[(4-methoxyphenyl)methoxy]phenyl]propanoate